8-(4-Cyclobutanecarbonyl-piperazin-1-yl)-6,6-dimethyl-11-oxo-6,11-dihydro-5H-benzo[b]carbazole-3-carbonitrile C1(CCC1)C(=O)N1CCN(CC1)C=1C=CC2=C(C(C=3NC4=CC(=CC=C4C3C2=O)C#N)(C)C)C1